CC1=C(C2=CC=CC=C2C(=C1C)OC)OC 2,3-dimethyl-1,4-dimethoxynaphthalene